(E)-3-(1H-imidazol-5-yl)prop-2-enoic acid N1C=NC=C1/C=C/C(=O)O